1,4-dibromo-tetramethyl-benzene BrC1=C(C(=C(C(=C1C)C)Br)C)C